(2E)-1-[2-(2-hydroxyethoxy)-4-phenylquinolin-3-yl]-3-(pyrimidin-5-yl)prop-2-en-1-one OCCOC1=NC2=CC=CC=C2C(=C1C(\C=C\C=1C=NC=NC1)=O)C1=CC=CC=C1